2-(6-(((1S,3S)-3-aminocyclopentyl)amino)-5-fluoropyridin-3-yl)pyrazine-3(2H)-one N[C@@H]1C[C@H](CC1)NC1=C(C=C(C=N1)C1N=CC=NC1=O)F